CC([Si](C1=C(C=CC=C1)O)(C1=CC=CC=C1)C1=CC=CC=C1)C1=C(C=CC=C1)O methyl-(hydroxyphenyl)diphenyl-Methyl-(hydroxyphenyl)silane